C(CO)(=O)[O-].[Ir+3].C(CO)(=O)[O-].C(CO)(=O)[O-] iridium glycolate